chloro-2-(5-(1,1-difluoroethyl)-4H-1,2,4-triazol-3-yl)-5-methoxy-1-methyl-3-(1H-pyrazol-4-yl)-1H-pyrrolo[3,2-b]pyridine ClC=1C=C2C(=NC1OC)C(=C(N2C)C2=NN=C(N2)C(C)(F)F)C=2C=NNC2